2-(1-propenyl)benzene-1,4-dicarboxylic acid C(=CC)C1=C(C=CC(=C1)C(=O)O)C(=O)O